6-amino-2-methoxy-5-methylquinoline-7-carboxylic acid NC=1C(=C2C=CC(=NC2=CC1C(=O)O)OC)C